C(#N)C1=CC=C(C2=C1CCO2)N2C(=C(CC1=C(N=CC(=C21)C)OC(F)(F)F)C(=O)N)C 4-cyano-2,3-dihydrobenzofuran-7-yl-2,8-dimethyl-5-trifluoromethoxy-1,4-dihydro-1,6-naphthyridine-3-formamide